(1S,3S)-N1-(5-Methyl-pyrazin-2-yl)cyclopentane-1,3-diamine CC=1N=CC(=NC1)N[C@@H]1C[C@H](CC1)N